C1(CC1)C=1C(=C(C=C(C1)C(F)(F)F)O)C1=C2C(=C(N=N1)N[C@H]1CN(CCC1)C)C=NC=C2 3-cyclopropyl-2-[4-[[(3R)-1-methyl-3-piperidinyl]amino]pyrido[3,4-d]pyridazin-1-yl]-5-(trifluoromethyl)phenol